(R)-10-methyl-3-(1-methyl-5-vinyl-1H-1,2,4-triazol-3-yl)-9,10,11,12-tetrahydro-8H-[1,4]diazepino[5',6':4,5]thieno[3,2-f]quinolin-8-one C[C@H]1NC(C2=C(C=3C=4C=CC(=NC4C=CC3S2)C2=NN(C(=N2)C=C)C)NC1)=O